COC=1C=CC(=NC1)C=O 5-METHOXYPYRIDINE-2-CARBOXALDEHYDE